CN1N(CC=C1)CN(CC1=CC=C(C=C1)CNCC1=NC=CC=C1)C1CCCCC=2C1=NC=CC2 N-(1-methylpyrazol-2-ylmethyl)-N'-(2-pyridinylmethyl)-N-(6,7,8,9-tetrahydro-5H-cyclohepta[b]pyridin-9-yl)-1,4-benzenedimethanamine